2-ethyl-3H-imidazo[4,5-b]pyridine C(C)C1=NC=2C(=NC=CC2)N1